C(C)C1=C(C2=NC=CC=C2N1C)C=O 2-ethyl-1-methyl-1H-pyrrolo[3,2-b]pyridine-3-carbaldehyde